ClC(=CF)C(F)Cl 2,3-dichloro-1,3-difluoropropene